FC1=C(COC=2C=NC(=NC2)N)C(=C(C=C1OC)OC)F 5-((2,6-difluoro-3,5-dimethoxybenzyl)oxy)pyrimidin-2-amine